CC=CC1=C(C=C(C=C1)C)C β-methyl-2,4-dimethyl-Styrene